COC(=O)[C@]1(N(C[C@@H](C1)F)C(=O)OCC1=CC=CC=C1)CCC=C (2S,4R)-2-but-3-enyl-4-fluoro-pyrrolidine-1,2-dicarboxylic acid O1-benzyl ester O2-methyl ester